C1(=CC=CC=C1)C(C(OS(=O)(=O)C1=CC=C(C)C=C1)C1=CC=CC=C1)=O 1,2-diphenyl-2-(p-toluenesulfonyloxy)ethanone